tert-Butyl-N-tert-butoxycarbonyl-N-[[3-(difluoromethyl)-7-[4-(trifluoromethoxy) phenyl]-4-vinyl-benzimidazol-5-yl]methyl]carbamate C(C)(C)(C)OC(N(CC1=C(C2=C(N=CN2C(F)F)C(=C1)C1=CC=C(C=C1)OC(F)(F)F)C=C)C(=O)OC(C)(C)C)=O